FC1=C(C=O)C(=C(C=C1)F)C 2,5-DIFLUORO-6-METHYLBENZALDEHYDE